ClC1=CN=C(C2=C(C=CC=C12)NCC1=CC=C(C=C1)OC)C#N 4-chloro-8-(4-methoxybenzyl)amino-1-cyanoisoquinoline